CN([C@@H](C)C(=O)O)CC=1OC(OC1C)=O N-methyl-N-((5-methyl-2-oxo-1,3-dioxol-4-yl)methyl)-L-alanine